N-{[9-(4-fluorobenzyl)-β-carbolin-1-yl]methyl}-9-(4-fluorobenzyl)-β-carbolin-1-amine FC1=CC=C(CN2C3=CC=CC=C3C=3C=CN=C(C23)CNC2=NC=CC=3C4=CC=CC=C4N(C23)CC2=CC=C(C=C2)F)C=C1